NC1=C(C2=C(N=C(N=C2)C)N1C1=C(C(=C(C=C1C)F)OC)C)C#N 6-amino-7-(4-fluoro-3-methoxy-2,6-dimethyl-phenyl)-2-methyl-pyrrolo[2,3-d]pyrimidine-5-carbonitrile